bisphenol A diphenyl-methylphosphonate C1(=CC=CC=C1)OP(OC1=CC=CC=C1)(=O)C.OC1=CC=C(C=C1)C(C)(C)C1=CC=C(C=C1)O